O[C@@H](C)C1=C(C=CC=C1)C1=C2CN(CC2=CC=C1)C#N (S)-4-(2-(1-hydroxyethyl)phenyl)isoindoline-2-carbonitrile